C1(CCCCCC1)COC=1C=C(C=CC1)CCCN 3-(3-(cycloheptylmethoxy)phenyl)propan-1-amine